N-(2-(2,6-dioxo-piperidin-3-yl)-1,3-dioxoisoindolin-5-yl)-2,4-difluorobenzene-sulfonamide O=C1NC(CCC1N1C(C2=CC=C(C=C2C1=O)NS(=O)(=O)C1=C(C=C(C=C1)F)F)=O)=O